2-methyl-5-(2-sulfonylpropyl)cyclohexane-1-thiol CC1C(CC(CC1)CC(C)=S(=O)=O)S